2-[(1E)-3,3,3-trifluoroprop-1-en-1-yl]benzene-1-sulfonamide FC(/C=C/C1=C(C=CC=C1)S(=O)(=O)N)(F)F